FC1=C(C=CC=C1)[C@H](C)N1N=C(C=C1C(=O)N)C(=O)NC 1-((S)-1-(2-fluorophenyl)ethyl)-N3-methyl-1H-pyrazole-3,5-dicarboxamide